Cl.N1CCC(CC1)C1=CC2=C(NC(O2)=O)C=C1 6-(piperidin-4-yl)benzo[d]oxazol-2(3H)-one hydrochloride salt